2-hydroxybutyl propionate C(CC)(=O)OCC(CC)O